5-[[(2S,5R)-5-(2-oxo-2-[4-[5-(trifluoromethyl)pyridin-2-yl]piperazin-1-yl]ethyl)oxolan-2-yl]methoxy]-4-(trifluoromethyl)-2,3-dihydropyridazin-3-one O=C(C[C@H]1CC[C@H](O1)COC1=C(C(NN=C1)=O)C(F)(F)F)N1CCN(CC1)C1=NC=C(C=C1)C(F)(F)F